4-(n-propyl)-4-aza-tricyclo[5.2.1.02,6]-8-decene-3-one C(CC)N1C(C2C3C=CC(C2C1)C3)=O